2-(6-methoxy-2-naphthyl)-propionic acid COC=1C=C2C=CC(=CC2=CC1)C(C(=O)O)C